C(CCCCCCCCCCCCCCCCCCCCC)(=O)NCCCNCCC(O)O behenamidopropyl-dihydroxypropylamine